4-(2-isopropylphenyl)-6-methylsulfanyl-pyrimidin-2-amine C(C)(C)C1=C(C=CC=C1)C1=NC(=NC(=C1)SC)N